N1=C(C=CC=C1)NC=1SC=C(N1)C1=CC=C(OCC(=O)OCC)C=C1 Ethyl 2-(4-(2-(pyridin-2-ylamino)thiazol-4-yl)phenoxy)acetat